C(C)OC(=O)C1=C(N=C(N1)[C@H]1N(CCC1)C(=O)OC(C)(C)C)C1=CC=C(C=C1)C(NC1=NC=CC(=C1)CC)=O (S)-2-(1-(tert-Butoxycarbonyl)pyrrolidin-2-yl)-4-(4-((4-ethylpyridin-2-yl)Carbamoyl)phenyl)-1H-imidazole-5-carboxylic acid ethyl ester